ClC=1C(=CC(=C(C1)S(=O)(=O)N(C=1SC=CN1)CC1=C(C=C(C=C1)OC)OC)F)NC(CN1CCOCC1)C1=CC=CC=C1 5-chloro-N-(2,4-dimethoxybenzyl)-2-fluoro-4-((2-morpholino-1-phenylethyl)amino)-N-(thiazol-2-yl)benzenesulfonamide